FC=1C(=C(C=C2CCN(CC12)C(CCCC)=N)O)N1CC(NS1(=O)=O)=O 5-(8-fluoro-6-hydroxy-2-pentanimidoyl-1,2,3,4-tetrahydroisoquinolin-7-yl)-1λ6,2,5-thiadiazolidine-1,1,3-trione